5-(2-(4,4,5,5-tetramethyl-1,3,2-dioxaborolan-2-yl)phenyl)-1H-tetrazole CC1(OB(OC1(C)C)C1=C(C=CC=C1)C1=NN=NN1)C